COC1=NC=C(C=C1C(=O)NCCC(=O)OC(C)(C)C)C1=CC=C2C(=NNC2=C1)C(NC[2H])=O tert-butyl 3-[(2-methoxy-5-{3-[(deutero)methylcarbamoyl]-1H-indazol-6-yl}pyridin-3-yl)-formamido]propanoate